6-fluoro-N-{[(3s,4r)-4-methyl-2-[6-methyl-3-(2H-1,2,3-triazol-2-yl)pyridine-2-carbonyl]-2-azabicyclo[3.1.1]hept-3-yl]methyl}quinoxalin-2-amine FC=1C=C2N=CC(=NC2=CC1)NC[C@H]1N(C2CC([C@H]1C)C2)C(=O)C2=NC(=CC=C2N2N=CC=N2)C